ClC=1C=C(C=C(C1)Cl)C=1OC2=C(N1)C=CC(=C2)C(=O)OC2CN(CC2)C=2N=NC=CC2 1-(pyridazin-3-yl)pyrrolidin-3-yl 2-(3,5-dichlorophenyl)benzo[d]oxazole-6-carboxylate